C(C)(C)(C)OC(=O)N(CCC(=O)NC1=C(C2=C(CN(CC2)C(=O)OC(C)(C)C)S1)C=1SC2=C(N1)C(=CC=C2)C=C)CCOC tert-Butyl 2-(3-(tert-butoxycarbonyl(2-methoxyethyl)amino)propanamido)-3-(4-vinylbenzo[d]thiazol-2-yl)-4,5-dihydrothieno[2,3-c]pyridine-6(7H)-carboxylate